C1(CC1)C=1C(=NC=C(C(=O)N2C[C@H]3[C@H](C2)CN(C3)C(=O)C3=CC=C(C=C3)S(=O)(=O)N)C1)OC1CCOCC1 4-((3aS,6aS)-5-(5-cyclopropyl-6-(tetrahydro-2H-pyran-4-yloxy)nicotinoyl)octahydropyrrolo[3,4-c]pyrrole-2-carbonyl)benzenesulfonamide